N-(4-cyclopropylpyridin-2-yl)-2-methoxybenzamide C1(CC1)C1=CC(=NC=C1)NC(C1=C(C=CC=C1)OC)=O